5-(3,5-dimethoxyphenyl)-1-methyl-6-(2,4,6-trifluorophenyl)-3,4-dihydropyridin-2(1H)-one COC=1C=C(C=C(C1)OC)C=1CCC(N(C1C1=C(C=C(C=C1F)F)F)C)=O